N(=[N+]=[N-])C(CC[Si](C1=CC=CC=C1)(C1=CC=CC=C1)C)CCC1=CC=CC=C1 (3-azido-5-phenylpentyl)(methyl)diphenylsilane